3,4-dihydroxy-5-methoxy-4'-nitro-[1,1'-biphenyl]-2-carbaldehyde OC1=C(C(=CC(=C1O)OC)C1=CC=C(C=C1)[N+](=O)[O-])C=O